1-[2-chloro-4-[[5-[4-(difluoromethoxy)-2,3-difluoro-phenyl]-1-methyl-imidazole-2-carbonyl]amino]benzoyl]piperidine-4-carboxylic acid ClC1=C(C(=O)N2CCC(CC2)C(=O)O)C=CC(=C1)NC(=O)C=1N(C(=CN1)C1=C(C(=C(C=C1)OC(F)F)F)F)C